BrC1=C(NC2=NOC3=C2C=CC(=C3)C=NC(C(=O)O)(CO)C)C=CC=C1C1=CC=CC=C1 2-((3-(2-Bromo-3-phenylanilino)benzisoxazol-6-ylmethylene)amino)-2-methyl-3-hydroxypropionic acid